(R)-N-((5-chloro-6-((3-methylisoxazol-5-yl)methoxy)-1H-indol-2-yl)methyl)-3-fluoro-2-hydroxypropanamide ClC=1C=C2C=C(NC2=CC1OCC1=CC(=NO1)C)CNC([C@H](CF)O)=O